[N+](=O)([O-])C1=C(C=C(C=C1)C=O)C=1CCNCC1 (4-nitro-3-(1,2,3,6-tetrahydropyridin-4-yl)phenyl)methanone